6-(3-hydroxypyrrolidin-1-yl)-3-(trifluoromethyl)imidazo[1,2-b]pyridazine OC1CN(CC1)C=1C=CC=2N(N1)C(=CN2)C(F)(F)F